trimethylolpropane diacrylate methacrylate C(C(=C)C)(=O)O.C(C=C)(=O)O.C(C=C)(=O)O.C(O)C(CC)(CO)CO